bis(2,2,6,6-tetramethyl-1-octyloxy-4-piperidinyl) didecanoate C(CCCCCCCCC)(=O)OC1CC(N(C(C1)(C)C)OCCCCCCCC)(C)C.C(CCCCCCCCC)(=O)OC1CC(N(C(C1)(C)C)OCCCCCCCC)(C)C